2-bromo-4-((2,2-dimethyl-1,3-dioxolan-4-yl)methoxy)-6-(methyl-sulfonyl)pyridine BrC1=NC(=CC(=C1)OCC1OC(OC1)(C)C)S(=O)(=O)C